1,3-dimesitylimidazol C1(=C(C(=CC(=C1)C)C)N1CN(C=C1)C1=C(C=C(C=C1C)C)C)C